(3S,4S)-tert-butyl 3-nitro-4-phenyl-3,4-dihydropyridine-1(2H)-carboxylate [N+](=O)([O-])[C@@H]1CN(C=C[C@H]1C1=CC=CC=C1)C(=O)OC(C)(C)C